PYRANTRIOL O1C(C(=C(C=C1)O)O)O